FC(OC1(NNC2=C1C(=NC=C2)C2=CC(=C(C=C2)S(=O)(=O)C(C)C)C)C(CC(=O)O)C(=O)O)F 3-(difluoromethoxy)-4-(4-isopropylsulfonyl-3-methyl-phenyl)-1H-pyrazolo[4,3-c]pyridineSuccinic acid